4-[5-{[(6R)-5-oxo-1,4-diazepin-6-yl]amino}-7-(trifluoromethyl)[1,2,4]triazolo[1,5-c]quinazolin-2-yl]benzonitrile O=C1N=CC=NC=C1NC1=NC=2C(=CC=CC2C=2N1N=C(N2)C2=CC=C(C#N)C=C2)C(F)(F)F